ClC1=NC=C(C(=N1)OC)N 2-chloro-4-methoxypyrimidine-5-amine